C(C=C)C1NCC(C1)(C)C 2-allyl-4,4-dimethyl-pyrrolidine